O=C1N(C=CC=C1)[C@H](CNS(=O)(=O)C)CO[C@@H]1CC[C@@H](CC1)C1=CC=CC=C1 |o1:7| (R or S)-N-[2-(2-oxo-1,2-dihydropyridin-1-yl)-3-{[(CIS)-4-phenylcyclohexyl]oxy}propyl]methane-sulfonamide